(3-(3-(4-(tert-butoxycarbonyl)piperazin-1-yl)propoxy)phenyl)acetic acid C(C)(C)(C)OC(=O)N1CCN(CC1)CCCOC=1C=C(C=CC1)CC(=O)O